N-(1H-indol-3-yl)-3,3-dimethyl-1-((1-methylpiperidin-4-yl)methyl)-2-oxoindoline-6-carboxamide N1C=C(C2=CC=CC=C12)NC(=O)C1=CC=C2C(C(N(C2=C1)CC1CCN(CC1)C)=O)(C)C